2-[(2R)-2-piperidinyl]-6-(trifluoromethyl)imidazo[1,2-a]pyridine N1[C@H](CCCC1)C=1N=C2N(C=C(C=C2)C(F)(F)F)C1